zinc-potassium-zinc [Zn].[K].[Zn]